C(C(C)C)OC(=O)N1C(C=CC2=CC=CC=C12)OCC(C)C 1,2-dihydro-2-isobutoxyquinoline-1-carboxylic acid isobutyl ester